C(C)(C)N1C(CCC1)CCSC(C1=CC=CC=C1)(C1=CC=CC=C1)C1=CC=CC=C1 1-isopropyl-2-(2-tritylsulfanylethyl)pyrrolidine